dibenzyl [(1R,2R)-2-hydroxy-1-methyl-propyl] phosphate P(=O)(OCC1=CC=CC=C1)(OCC1=CC=CC=C1)O[C@@H]([C@@H](C)O)C